methyl 1-(1,3-dioxo-1H,3H-benzo[de]isochromen-6-yl)piperidine-4-carboxylate O=C1OC(C2=C3C(C=CC=C13)=C(C=C2)N2CCC(CC2)C(=O)OC)=O